5-(9-ethyl-6-(((2'-methyl-[2,4'-bipyridin]-5-yl)methyl)amino)-9H-purin-2-yl)-1,3-dihydro-2H-benzo[d]imidazol-2-one C(C)N1C2=NC(=NC(=C2N=C1)NCC=1C=CC(=NC1)C1=CC(=NC=C1)C)C1=CC2=C(NC(N2)=O)C=C1